tert-butyl (1S)-2-((S)-1-((3-chloro-4-fluoro-5,6-dimethyl-8-oxo-7,8-dihydro-2,7-naphthyridin-1-yl)oxy)ethyl)-3,8-diazabicyclo[3.2.1]octane-8-carboxylate ClC=1N=C(C=2C(NC(=C(C2C1F)C)C)=O)O[C@@H](C)C1[C@@H]2CCC(CN1)N2C(=O)OC(C)(C)C